(S)-2-((3-cyclopropoxy-1-(1-methoxypropane-2-yl)-1H-pyrazol-4-yl)amino)-7-(tetrahydro-2H-pyran-4-yl)-7H-pyrrolo[2,3-d]pyrimidine-6-carbonitrile C1(CC1)OC1=NN(C=C1NC=1N=CC2=C(N1)N(C(=C2)C#N)C2CCOCC2)[C@H](COC)C